C1(CCCC1)C1=NC2=CC(=C(C=C2C(=N1)NC1CCS(CC1)(=O)=O)OC)C#CCN1CCCC1 4-((2-cyclopentyl-6-methoxy-7-(3-(pyrrolidin-1-yl)prop-1-yn-1-yl)quinazolin-4-yl)amino)tetrahydro-2H-thiopyran 1,1-dioxide